C1=CC=CC=2C3=CC=CC=C3N(C12)C1=C(C(=CC(=C1)C)C1=CC=CC=C1)O 3-(9H-carbazol-9-yl)-5-methyl-[1,1'-biphenyl]-2-ol